ClC1=CC=CC2=C1OC1=C2C=CC=C1C1=CC=CC=C1 4-chloro-6-phenyldibenzo[b,d]furan